Ethylmethoxyethyl-pyrrolidine C(C)C1N(CCC1)CCOC